4-(2-methylcyclobutylamino)-2-((1r,4r)-4-(2,2,2-trifluoroethoxy)cyclohexylamino)pyrimidine-5-carboxamide CC1C(CC1)NC1=NC(=NC=C1C(=O)N)NC1CCC(CC1)OCC(F)(F)F